FC1(C(C1)CN1C[C@H]2C([C@H]2C1)CS(=O)(=O)N1[C@H]2CC(C[C@@H]1CC2)NC(=O)C2=NOC(=C2)C2COC2)F N-((1R,3R,5S)-8-((((1R,5S,6r)-3-((2,2-difluorocyclopropyl)methyl)-3-azabicyclo[3.1.0]-hexan-6-yl)methyl)sulfonyl)-8-azabicyclo[3.2.1]octan-3-yl)-5-(oxetan-3-yl)isoxazole-3-carboxamide